FC=1C(=C2C(=NC1)NC(=C2)[C@@H]2CN(CCO2)C(=O)OC(C)(C)C)C2CCN(CC2)C(C2=CC=C(C=C2)OC(F)(F)F)=O tert-butyl (S)-2-(5-fluoro-4-(1-(4-(trifluoromethoxy)benzoyl)piperidin-4-yl)-1H-pyrrolo[2,3-b]pyridin-2-yl)morpholine-4-carboxylate